C(C)(=O)C1=C(C(=[N+](C=C1)C(C)=O)C(C)=O)C(C)=O tetraacetylpyridinium